ClC=1N=C(C2=C(N1)CCC2)N2[C@H](CCC2)CO (R)-(1-(2-chloro-6,7-dihydro-5H-cyclopenta[d]pyrimidin-4-yl)pyrrolidin-2-yl)methanol